4-(imidazolyloxy)cyclohexanone N1C(=NC=C1)OC1CCC(CC1)=O